1,5-octadien-3-ol C=CC(CC=CCC)O